3-fluoro-N-(4-fluoro-2-methyl-1,3-benzothiazol-6-yl)-5-(3-methylpiperazin-1-yl)thiophene-2-carboxamide FC1=C(SC(=C1)N1CC(NCC1)C)C(=O)NC1=CC2=C(N=C(S2)C)C(=C1)F